FC1=C(C=CC(=C1)F)[C@@](CC(=O)NC1(CC1)C1=NC(=NC=C1)NCC(F)(F)F)(C)O (S)-3-(2,4-difluorophenyl)-3-hydroxy-N-(1-(2-((2,2,2-trifluoroethyl)amino)pyrimidin-4-yl)cyclopropyl)butanamide